[Si](C)(C)(C(C)(C)C)OC1CN(C1)C1=NC(=NC(=C1OC)Cl)C 4-{3-[(tert-butyldimethylsilyl)oxy]azetidin-1-yl}-6-chloro-5-methoxy-2-methylpyrimidine